COC1=C(CON(S(=O)(=O)C2=C(C=CC(=C2)CC)OC)C2=NOC3=C2C=CC=C3C=3C=NN(C3)C)C=CC(=C1)OC N-((2,4-dimethoxybenzyl)oxy)-5-ethyl-2-methoxy-N-(7-(1-methyl-1H-pyrazol-4-yl)benzo[d]isoxazol-3-yl)benzenesulfonamide